1-acetyl-1,2-dihydro-3H-pyrazol-3-one C(C)(=O)N1NC(C=C1)=O